[(3S)-1-[4-[(5-Cyclopropyl-1H-pyrazol-3-yl)amino]pyrimidin-2-yl]pyrrolidin-3-yl]methanol C1(CC1)C1=CC(=NN1)NC1=NC(=NC=C1)N1C[C@H](CC1)CO